(R)-2-((2-(3-methyl-2,6-dioxopiperidin-3-yl)-1,3-dioxoIsoindolin-4-yl)oxy)acetic acid tert-butyl ester C(C)(C)(C)OC(COC1=C2C(N(C(C2=CC=C1)=O)[C@]1(C(NC(CC1)=O)=O)C)=O)=O